CC1=CC=C(C=C1)S(=O)(=O)OC1=CC(=C(C(=C1)O)[C@@H]1C=C(CC[C@H]1C(=C)C)C)O 3,5-dihydroxy-4-((1R,6R)-3-methyl-6-(prop-1-en-2-yl)cyclohex-2-enyl)phenyl 4-methylbenzene-sulfonate